(R)-5-(4-((7-cyclopropyl-6-oxo-5,6-dihydro-1,5-naphthyridin-3-yl)methyl)piperazin-1-yl)-6-methyl-N-(tetrahydrofuran-3-yl)picolinamide C1(CC1)C=1C(NC=2C=C(C=NC2C1)CN1CCN(CC1)C=1C=CC(=NC1C)C(=O)N[C@H]1COCC1)=O